The molecule is an angucycline antibiotic that is 3,4,4a,12b-tetrahydrotetraphene-1,7,12(2H)-trione substituted by hydroxy groups at positions 4a, 8 and 12b and a methyl group at position 3. It is isolated from the culture broth of Amycolatopsis sp.MJ950-89F4 and exhibits a broad spectrum of antibacterial potential. It has a role as an antibacterial agent. It is an angucycline antibiotic, a member of phenols, a member of p-quinones and a tertiary alpha-hydroxy ketone. CC1CC(=O)C2(C3=C(C=CC2(C1)O)C(=O)C4=C(C3=O)C=CC=C4O)O